CC(C#N)(C1=CC=CC=C1)C Dimethyl-Phenyl-Acetonitrile